ClC1=C(C(=O)NC2=NC=C(C=C2F)C#CC2=CC=CC=C2)C=C(C=C1)NC(=O)C1C(C1)C 2-chloro-N-[3-fluoro-5-(2-phenylethynyl)-2-pyridyl]-5-[(2-methylcyclopropane-carbonyl)amino]benzamide